ClC=1C(=C(C=CC1)NC=1C2=C(N=CN1)C=NC(=C2)N2CCN(C1(CC1)C2)C(C=C)=O)F 1-(7-(4-((3-chloro-2-fluorophenyl)amino)pyrido[3,4-d]pyrimidin-6-yl)-4,7-diazaspiro[2.5]octan-4-yl)prop-2-en-1-one